(4-methoxy-4-oxobutyl)zinc (II) bromide [Br-].COC(CCC[Zn+])=O